tert-butyl (3S)-3-{5-[(tert-butoxycarbonyl)(methyl)amino]-4-cyano-3-[2-(trimethylsilyl)ethynyl]pyrazol-1-yl}pyrrolidine-1-carboxylate C(C)(C)(C)OC(=O)N(C1=C(C(=NN1[C@@H]1CN(CC1)C(=O)OC(C)(C)C)C#C[Si](C)(C)C)C#N)C